O(C1=CC=CC=C1)C1=CC=C(CNC(CCCC)=O)C=C1 N-(4-phenoxybenzyl)pentanamide